1-(1H-pyrazol-1-yl)isoquinoline-6-carboxylic acid N1(N=CC=C1)C1=NC=CC2=CC(=CC=C12)C(=O)O